ClC1=CC=C(C=C1)C=1N=C2N(C=CC=C2)C1CN1CC2COCC(C1)N2C(=O)C2=C(C=CC(=C2)F)OC (7-{[2-(4-chlorophenyl)imidazo[1,2-a]pyridin-3-yl]methyl}-3-oxa-7,9-diazabicyclo[3.3.1]non-9-yl)(5-fluoro-2-methoxyphenyl)methanone